(1S,3R)-N1-(4-iodo-5-methyl-2-pyridyl)-N3-methyl-cyclohexane-1,3-dicarboxamide IC1=CC(=NC=C1C)NC(=O)[C@@H]1C[C@@H](CCC1)C(=O)NC